2-fluoro-6-[(4-hydroxybenzyl)amino]-9-(oxetan-2-yl)-9H-purine FC1=NC(=C2N=CN(C2=N1)C1OCC1)NCC1=CC=C(C=C1)O